PALLADIUM-CHROMIUM [Cr].[Pd]